C(C1=CC=CC=C1)[C@@](CO)(O)[C@@H](O)[C@](O)([C@H](O)CO)CC1=CC=CC=C1 2,4-dibenzyl-sorbitol